FC1=C(C=C(C=C1)F)[C@H]1N(CCC1)C1=NC=2N(C=C1)N=CC2[N+](=O)[O-] (S)-5-(2-(2,5-difluorophenyl)pyrrolidin-1-yl)-3-nitropyrazolo[1,5-a]pyrimidine